OC(CN1C[C@@H]2[C@H](C1)CC(C2)OC=2C=NC=CC2)C2=CC=C(C=C2)O rac-4-(1-hydroxy-2-((3aR,5s,6aS)-5-(pyridin-3-yloxy)hexahydrocyclopenta[c]pyrrol-2(1H)-yl)ethyl)phenol